C1(=CC=C(C=C1)CC1=C(C=O)C=CC=C1)C1=CC=CC=C1 2-([1,1'-biphenyl]-4-ylmethyl)benzaldehyde